2-amino-N-(1,3-dioxoisoindol-5-yl)-2-phenylacetamide NC(C(=O)NC=1C=C2C(NC(C2=CC1)=O)=O)C1=CC=CC=C1